7-morpholino-5-[4-[[5-(trifluoromethyl)pyrimidin-2-yl]amino]cyclohexoxy]-1,6-naphthyridine-3-sulfonamide O1CCN(CC1)C1=NC(=C2C=C(C=NC2=C1)S(=O)(=O)N)OC1CCC(CC1)NC1=NC=C(C=N1)C(F)(F)F